1-(azepan-1-yl)butan N1(CCCCCC1)CCCC